CON=C(CC1=C(C=C(C=C1Cl)Cl)Cl)C 1-(2,4,6-trichlorophenyl)-propan-2-one O-methyl oxime